COC(=O)C=1C=C(C=NC1C(=O)OC)SC=1C=C(C(=NC1)C(=O)OC)C(=O)OC 2,3-dimethyl 5-{[5,6-bis(methoxycarbonyl)pyridin-3-yl]sulfanyl}pyridine-2,3-dicarboxylate